FC([C@@H](NC1=CC=C(C=C1)C1=CC2=C(N=CN=C2N2CCOCC2)N1)[C@H]1CN(CCC1)C(C=C)=O)(F)F 1-((R)-3-((S)-2,2,2-trifluoro-1-((4-(4-morpholino-7H-pyrrolo[2,3-d]pyrimidin-6-yl)phenyl)amino)ethyl)piperidin-1-yl)prop-2-en-1-one